2-(tert-butyl) 3-methyl (1S,3S,4S,7S)-7-fluoro-6-oxo-2-azabicyclo[2.2.1]heptane-2,3-dicarboxylate F[C@@H]1[C@H]2N([C@@H]([C@@H]1CC2=O)C(=O)OC)C(=O)OC(C)(C)C